methyl (R)-thiomorpholine-3-carboxylate 1,1-dioxide N1[C@@H](CS(CC1)(=O)=O)C(=O)OC